O1CC(C1)N1N=CC=2C1=NC(=CN2)N2CCC1(CCN(C1)C1=NC(=CN=C1)C(F)(F)F)CC2 8-(1-(oxetan-3-yl)-1H-pyrazolo[3,4-b]pyrazin-6-yl)-2-(6-(trifluoromethyl)pyrazin-2-yl)-2,8-diazaspiro[4.5]decane